Cl.C(C1=CC=CC=C1)OC(=O)C=1NC=CC1C1CCNCC1 3-(4-piperidinyl)-1H-pyrrole-2-carboxylic acid benzyl ester hydrochloride